3-(5-(4-benzhydryl-2-(trifluoromethyl)piperazine-1-carbonyl)-4-fluoro-1-oxoisoindolin-2-yl)piperidine-2,6-dione C(C1=CC=CC=C1)(C1=CC=CC=C1)N1CC(N(CC1)C(=O)C=1C(=C2CN(C(C2=CC1)=O)C1C(NC(CC1)=O)=O)F)C(F)(F)F